5,5'-(butane-1,4-diyl)bis(N-(2-fluoro-5-(trifluoromethoxy)benzyl)-1,3,4-thiadiazole-2-carboxamide) C(CCCC1=NN=C(S1)C(=O)NCC1=C(C=CC(=C1)OC(F)(F)F)F)C1=NN=C(S1)C(=O)NCC1=C(C=CC(=C1)OC(F)(F)F)F